tert-Butyl 4-[2-(2,6-dioxo-3-piperidyl)-1,3-dioxo-isoindolin-4-yl]oxypiperidine-1-carboxylate O=C1NC(CCC1N1C(C2=CC=CC(=C2C1=O)OC1CCN(CC1)C(=O)OC(C)(C)C)=O)=O